(Rac)-[4-[2-(5,5-difluoro-3-piperidyl)-3H-imidazo[4,5-b]pyridin-7-yl]-1-piperidyl]-[4-(trifluoromethoxy)phenyl]methanone FC1(C[C@H](CNC1)C1=NC=2C(=NC=CC2C2CCN(CC2)C(=O)C2=CC=C(C=C2)OC(F)(F)F)N1)F |r|